epoxycyclohexane-2-d C12C(CCCC1)(O2)[2H]